O=C1N(CCC(N1)=O)C=1C=CC(=NC1)CN1CCN(CC1)C1CCN(CC1)C=1C(=CC2=C(C(C=3NC4=CC(=CC=C4C3C2=O)C#N)(C)C)C1)CC 8-(4-(4-((5-(2,4-dioxotetrahydropyrimidin-1(2H)-yl)pyridin-2-yl)methyl)piperazin-1-yl)piperidin-1-yl)-9-ethyl-6,6-dimethyl-11-oxo-6,11-dihydro-5H-benzo[b]carbazole-3-carbonitrile